C(=O)OCCC1=CC=CC=C1 Formic acid, 2-phenylethyl ester